C1(=CC=CC=C1)C=1N(C(=C(N1)C1=CC=CC=C1)C(C)=O)C1=C(C=CC=C1)C 1-(2,4-diphenyl-1-(o-tolyl)-1H-imidazol-5-yl)ethane-1-one